ClC1=NC(=CC(=C1)CN1C(CCC(C1)C)C)C(F)(F)F 2-Chloro-4-((2,5-dimethylpiperidin-1-yl)methyl)-6-(trifluoromethyl)pyridine